3-(2-naphthyl)-D-alanine C1=C(C=CC2=CC=CC=C12)C[C@@H](N)C(=O)O